2-bromo-9-phenyl-9-(phenylethynyl)-9H-fluorene BrC1=CC=2C(C3=CC=CC=C3C2C=C1)(C#CC1=CC=CC=C1)C1=CC=CC=C1